CC1=C(C(CC1)=O)C(C)=CCC=C(C)C 3-methyl-2-(6-methylhept-2,5-dien-2-yl)cyclopent-2-en-1-one